2-((2-cyclopropyl-4-(4-methylpiperazin-1-yl)phenyl)amino)-4-((3-(2-oxo-1,3-oxazin-3-yl)propyl)amino)pyrimidine-5-carbonitrile C1(CC1)C1=C(C=CC(=C1)N1CCN(CC1)C)NC1=NC=C(C(=N1)NCCCN1C(OC=CC1)=O)C#N